(R)-benzyl N-[4-[4-amino-2-(N-(2-amino-1-methyl-2-oxo-ethyl)-3,4-difluoro-anilino)thiazole-5-carbonyl]phenyl]carbamate NC=1N=C(SC1C(=O)C1=CC=C(C=C1)NC(OCC1=CC=CC=C1)=O)N(C1=CC(=C(C=C1)F)F)[C@@H](C(=O)N)C